C(C1=CC=CC=C1)OCCC1OC1 2-(2-(benzyloxy)ethyl)oxirane